2-fluoro-N-(1-(5-fluoro-1H-indol-3-yl)propan-2-yl)-2-methylpropan-1-amine-3-d FC(CNC(CC1=CNC2=CC=C(C=C12)F)C)(C[2H])C